FC=1C=C(C=CC1F)C1N(C(N(C1)C(=O)OC(C)(C)C)=O)C(=O)NC1=C(C(=CC=C1)F)F 1,1-dimethylethyl 4-(3,4-difluorophenyl)-3-[[(2,3-difluorophenyl) amino] carbonyl]-2-oxo-1-imidazolidinecarboxylate